OC=1C=C(C(=O)NC2=CC=C(C=C2)O)C=C(C1)O 3,5-dihydroxy-N-(4-hydroxyphenyl)benzamide